4-Amino-1-[4-[4-[4-methyl-6-(trifluoromethyl)pyrimidin-2-yl]piperazin-1-yl]sulfonylphenyl]pyrrolidin-2-one NC1CC(N(C1)C1=CC=C(C=C1)S(=O)(=O)N1CCN(CC1)C1=NC(=CC(=N1)C)C(F)(F)F)=O